ethyl (2S,4R)-4-((2-azidoethoxy)methyl)-4-fluoro-1-((4-(4-fluorophenoxy)benzoyl)glycyl)pyrrolidine-2-carboxylate N(=[N+]=[N-])CCOC[C@]1(C[C@H](N(C1)C(CNC(C1=CC=C(C=C1)OC1=CC=C(C=C1)F)=O)=O)C(=O)OCC)F